((6-(6-amino-4-fluoro-1H-benzo[d][1,2,3]triazol-1-yl)-1H-indazol-3-yl)methoxy)-2-benzylmalonic acid NC=1C=C(C2=C(N(N=N2)C2=CC=C3C(=NNC3=C2)COC(C(=O)O)(C(=O)O)CC2=CC=CC=C2)C1)F